C12CN(CCC(CC1)N2)C(=O)OC(C)(C)C rac-tert-butyl 3,9-diazabicyclo[4.2.1]nonane-3-carboxylate